C(C)S(=O)(=N)C1=CC=C(COC=2C(C=C(OC2)CN2CC3=CC=CC=C3C2)=O)C=C1 5-((4-(ethylsulfonimidoyl)benzyl)oxy)-2-(isoindolin-2-ylmethyl)-4H-pyran-4-one